3,9-bis[2-{3-(3-t-butyl-4-hydroxy-5-methylphenyl)propionyloxy}-1,1-dimethylethyl]-2,4,8,10-Tetraoxaspiro[5.5]undecane C(C)(C)(C)C=1C=C(C=C(C1O)C)CCC(=O)OCC(C)(C)C1OCC2(CO1)COC(OC2)C(COC(CCC2=CC(=C(C(=C2)C)O)C(C)(C)C)=O)(C)C